NC(CC(=O)O)C1=CC=C(C=C1)I 3-amino-3-(4-iodophenyl)propionic acid